OCC(O)C(CO)(COCC(CO)(CO)CO)CO hydroxymethyl-dipentaerythritol